P(=O)(O[SiH2]C=C(C)C)(O[SiH2]C=C(C)C)O[SiH2]C=C(C)C tri(dimethyl vinyl silyl) phosphate